N[C@H](C(=O)NC1=C(C=C(C=C1)CO)OC)C (2S)-2-amino-N-[4-(hydroxymethyl)-2-methoxyphenyl]propanamide